C(C)O[Si](CCC[Si](OCC)(OCC)OCC)(OCC)OCC 1,3-bis(triethoxysilyl)propane